The molecule is a sulfonamide antibacterial with an oxazole substituent. It has antibiotic activity against a wide range of gram-negative and gram-positive organisms. It has a role as an antibacterial drug and a drug allergen. It is a member of isoxazoles, a sulfonamide and a sulfonamide antibiotic. It derives from a sulfanilamide. CC1=C(ON=C1C)NS(=O)(=O)C2=CC=C(C=C2)N